C(C)(C)(C)OC(=O)OCC(=O)OC methyl 2-((tert-butoxycarbonyl)oxy)acetate